NC=1C=CC(=C(C1)S(=O)(=O)NC(C)(C)C)OC 5-amino-N-(tert-butyl)-2-methoxybenzenesulfonamide